NC1=NC=CC(=C1Cl)OC1=C(C=C(C=C1)NC1=NC=CC=C1C(=O)NC1CCC(CC1)(F)F)F 2-[(4-[(2-amino-3-chloropyridin-4-yl)oxy]-3-fluorophenyl)amino]-N-(4,4-difluorocyclohexyl)pyridine-3-carboxamide